2-[(S)-1-cyclopropylethyl]-5-[2-amino-3-(ethylamino)carbonyl-1,4,7a-triaza-5-indenyl]-7-(trifluoromethyl)-1-isoindolinone C1(CC1)[C@H](C)N1C(C2=C(C=C(C=C2C1)C1=NC2=C(C(=NN2C=C1)N)C(=O)NCC)C(F)(F)F)=O